C(C)(C)(C)OC(C[C@@H](C1=CC=C(C=C1)C1=C(C=C(C=C1)F)F)N([C@H](C)C1=CC=CC=C1)CC1=CC=CC=C1)=O (S)-3-(benzyl-((R)-1-phenylethyl)amino)-3-(2',4'-difluorobiphenyl-4-yl)propanoic acid tert-butyl ester